ClC=1C(=CC(=NC1)NC1CCC(CC1)N[C@@H](CO[C@H](C(=O)OCC)C)C)C1=NC(=CC=C1)NCC1(CCOCC1)C#N ethyl (S)-2-((R)-2-(((1r,4R)-4-((5'-chloro-6-(((4-cyanotetrahydro-2H-pyran-4-yl)methyl)amino)-[2,4'-bipyridin]-2'-yl)amino)cyclohexyl)amino)propoxy)propanoate